tert-butyl (3-chloro-1-tosyl-1H-pyrrolo[2,3-b]pyridin-6-yl)(methyl)carbamate ClC1=CN(C2=NC(=CC=C21)N(C(OC(C)(C)C)=O)C)S(=O)(=O)C2=CC=C(C)C=C2